CC1(OC2=C(C(=C(C(=C2CC1)C)O)C)C)CCCC(CCCC(CCCC(C)C)C)C d-2,5,7,8-tetramethyl-2-(4',8',12'-trimethyltridecyl)-6-chromanol